CO[C@H](C)C=1C=CC=2N(C1)C=C(N2)C(=O)OCC |o1:2| ethyl (R or S)-6-(1-methoxyethyl)imidazo[1,2-a]pyridine-2-carboxylate